NC1=NC=NN2C1=CC=C2[C@]2([C@@H]([C@@H]([C@H](O2)COP(=O)(OC2=CC=C(C=C2)C(C)(C)C)N[C@@H](C)C(=O)OC2CCCCC2)O)O)C#N cyclohexyl ((((2R,3S,4R,5R)-5-(4-aminopyrrolo[2,1-f][1,2,4]triazin-7-yl)-5-cyano-3,4-dihydroxytetrahydrofuran-2-yl)methoxy)(4-(tert-butyl)phenoxy)phosphoryl)-L-alaninate